FC(OC1=NC(=CC=C1NC(N(C1=C(C=CC=C1)C(C)C)[C@@H]1CC[C@H](CC1)C(=O)OCC)=O)OC)F trans-ethyl 4-(3-(2-(difluoromethoxy)-6-methoxypyridin-3-yl)-1-(2-isopropylphenyl)ureido)cyclohexane-1-carboxylate